(2R)-N-(6-methoxypyridin-3-yl)-3-methyl-2-{methyl[2-(pyridin-2-yl)-5H,6H,7H-cyclopenta[d]pyrimidin-4-yl]amino}butanamide COC1=CC=C(C=N1)NC([C@@H](C(C)C)N(C=1C2=C(N=C(N1)C1=NC=CC=C1)CCC2)C)=O